FC=1C=C(C=C(C1)C1=CC=C2C(=N1)NC(=N2)CNC(=O)C2=CN(C1=CC=CC=C21)S(=O)(=O)C(C)C)N2CCN(CC2)C(=O)OC(C)(C)C Tert-butyl 4-(3-fluoro-5-(2-((1-(isopropylsulfonyl)-1H-indole-3-carboxamido)methyl)-3H-imidazo[4,5-b]pyridin-5-yl)phenyl)piperazine-1-carboxylate